[Na].C(CCCCCCC\C=C/CCCCCCCC)(=O)OC[C@@H](OC(CCCCCCC\C=C/CCCCCCCC)=O)COP(=O)(O)OCC(O)CO 1,2-Dioleoyl-sn-glycero-3-phosphoglycerol sodium salt